BrC=1N=C(C2=C(N1)C=CC(=N2)Cl)NC2=CC(=C(C=C2)OC=2C=NC=CC2)C bromo-6-chloro-N-[3-methyl-4-(pyridin-3-yloxy)phenyl]pyrido[3,2-d]pyrimidin-4-amine